C(C)(C)N1C(CCC1)CC(=O)NC=1C=C(C(=NC1)C)NC(=O)C=1C=NN2C1SC=C2 N-(5-(2-(1-isopropylpyrrolidin-2-yl)acetamido)-2-methylpyridin-3-yl)pyrazolo[5,1-b]Thiazole-7-carboxamide